C(CCCCCCCCCCCC)C(C)F tridecyl-ethyl fluoride